C(#N)[C@H](C[C@H]1C(NCCC1)=O)NC(=O)[C@H]1N([C@H]2CC([C@@H]1CC2)(F)F)C([C@@H](C2=CC=CC=C2)O)=O (1R,3S,4R)-N-((S)-1-cyano-2-((S)-2-oxopiperidin-3-yl)ethyl)-5,5-difluoro-2-((R)-2-hydroxy-2-phenylacetyl)-2-azabicyclo[2.2.2]octane-3-carboxamide